(5'S,7a'R)-5'-(3,5-difluorophenyl)-1-(6-phenylpyridine-2-carbonyl)tetrahydro-3'H-spiro[piperidine-4,2'-pyrrolo[2,1-b][1,3]oxazol]-3'-one FC=1C=C(C=C(C1)F)[C@@H]1CC[C@H]2OC3(C(N21)=O)CCN(CC3)C(=O)C3=NC(=CC=C3)C3=CC=CC=C3